The molecule is a tetracyclic diterpenoid ester obtained by formal condensation of the carboxy group of (2Z)-2-methylbut-2-enoic (angelic) acid with the 3-hydroxy group of ingenol. Used for the topical treatment of actinic keratosis. It has a role as an antineoplastic agent. It is a tetracyclic diterpenoid, a carboxylic ester and a cyclic terpene ketone. It derives from an angelic acid and an ingenol. C/C=C(/C)\\C(=O)O[C@H]1C(=C[C@@]23[C@@]1([C@@H](C(=C[C@H](C2=O)[C@H]4[C@H](C4(C)C)C[C@H]3C)CO)O)O)C